4-hydroxy-3,3-dimethylbutyl 2,6-dimethylbenzoate CC1=C(C(=O)OCCC(CO)(C)C)C(=CC=C1)C